C(C)C1=CC=C(C=C1)C(C)=O para-ethyl-acetophenone